NC1CN(C1)C=1C=NC(=NC1)C=1C=C(C(=O)N[C@@H](C=2NC3=CC=CC=C3C2)C2=C(C=CC(=C2)F)O)C=C(C1)C 3-[5-(3-Aminoazetidin-1-yl)pyrimidin-2-yl]-N-[(R)-(5-fluoro-2-hydroxy-phenyl)-(1H-indol-2-yl)methyl]-5-methyl-benzamide